[Si](C)(C)(C(C)(C)C)OCCN(C=1C=C2C=C(N=NC2=CC1)C=1C=NN(C1)C)C1=CC(=CC(=C1)OC)OC N-(2-((tert-butyldimethylsilyl)oxy)ethyl)-N-(3,5-dimethoxyphenyl)-3-(1-methyl-1H-pyrazol-4-yl)cinnolin-6-amine